ClCC(=O)NC=1SC(=CC1C=O)C 2-chloro-N-(3-formyl-5-methylthiophen-2-yl)acetamide